2-(4-fluorophenyl)-3-amino-4-(3-[2,3-di{butyroyloxy}propyloxy]phenyl)-carbonylpyrazole FC1=CC=C(C=C1)N1N=CC(=C1N)C(=O)C1=CC(=CC=C1)OCC(COC(CCC)=O)OC(CCC)=O